7-methoxy-2-oxobenzopyran-4-acetic acid COC1=CC2=C(C(=CC(O2)=O)CC(=O)O)C=C1